COC1=CSC2=C1C=CC=C2 3-methoxy-benzo[4,5]thiophen